[9-[(2R,4S,5R)-5-ethynyl-4-hydroxy-5-(hydroxymethyl)tetrahydrofuran-2-yl]-2-fluoro-purin-6-yl]carbamic acid tert-butyl ester C(C)(C)(C)OC(NC1=C2N=CN(C2=NC(=N1)F)[C@@H]1O[C@@]([C@H](C1)O)(CO)C#C)=O